OC1=CC=C(C=C1)C=CC(=O)C1=CC=C(C=C1)N(S(=O)(=O)C1=CC=CC=C1)[N+](=O)[O-] N-[4-[3-(4-Hydroxyphenyl)prop-2-enoyl]phenyl]-N-nitrobenzenesulfonamide